trans-3-hydroxy-N-(4-methyl-3-(pyridin-2-yl)phenyl)-6-azabicyclo[3.1.1]heptane-6-carboxamide OC1CC2N(C(C1)C2)C(=O)NC2=CC(=C(C=C2)C)C2=NC=CC=C2